S(=O)(=O)(C1=CC=C(C)C=C1)OC1CC2(C1)CCN(CC2)C(=O)OC(C)(C)C tert-butyl 2-(tosyloxy)-7-azaspiro[3.5]nonane-7-carboxylate